COS(=O)(=O)CC=1C(=C2NC(C=3N(C2=CC1)N=CC3)=O)F (6-fluoro-4-oxo-4,5-dihydropyrazolo[1,5-a]quinoxalin-7-yl)methanesulfonic acid methyl ester